ClC=1C=C(C=CC1C=1N(C2=NC=NC(=C2N1)OC1(CC1)C)CC=1C(=NOC1C)C)CC(=O)N 2-(3-chloro-4-(9-((3,5-dimethylisoxazol-4-yl)methyl)-6-(1-methylcyclopropoxy)-9H-purin-8-yl)phenyl)acetamide